C(C)(C)(C)OC(=O)NC1CCC(CC1)C(=O)O 4-{[(tert-butoxy)carbonyl]Amino}cyclohexane-1-carboxylic acid